N-(5-Hydroxy-3,4,6-trimethylpyridin-2-yl)-1-methyl-1H-indol-2-carboxamid OC=1C(=C(C(=NC1C)NC(=O)C=1N(C2=CC=CC=C2C1)C)C)C